COC(C1=CN=C(C(=C1)OC)N1CC(CC1)C1=CC=C(C=C1)C(F)(F)F)=O 5-methoxy-6-(3-(4-(trifluoromethyl)phenyl)pyrrolidin-1-yl)nicotinic acid methyl ester